2-[4-[(4-bromophenyl)sulfonylamino]-1-hydroxynaphthalen-2-yl]sulfanylacetic acid BrC1=CC=C(C=C1)S(=O)(=O)NC1=CC(=C(C2=CC=CC=C12)O)SCC(=O)O